3-{[4-(5-chloro-2-pyridinyl)-1-piperazinyl]carbonyl}-5,6,7,8-tetrahydro-2(1H)-quinolinone ClC=1C=CC(=NC1)N1CCN(CC1)C(=O)C=1C(NC=2CCCCC2C1)=O